N-(4-(2,4-dimethyloxazol-5-yl)-2-methoxyphenyl)-8-(3-methoxy-3-methylazetidin-1-yl)-6-methylpyrido[3,4-d]pyrimidin-2-amine CC=1OC(=C(N1)C)C1=CC(=C(C=C1)NC=1N=CC2=C(N1)C(=NC(=C2)C)N2CC(C2)(C)OC)OC